N-(2,3-dihydro-1,4-benzoxazin-4-yl)-4-oxazolidin-3-yl-8-(2,3,5-trifluorophenyl)quinoline-3-carboxamide 2-hydroxyglucarate OC(C(=O)O)(O)[C@@H](O)[C@H](O)[C@H](O)C(=O)O.O1CCN(C2=C1C=CC=C2)NC(=O)C=2C=NC1=C(C=CC=C1C2N2COCC2)C2=C(C(=CC(=C2)F)F)F